1-(4-((4-((5-(furan-2-yl)-2-methoxyphenyl)amino)-7-(4-methoxybutoxy)quinazolin-6-yl)oxy)piperidin-1-yl)prop-2-en-1-one O1C(=CC=C1)C=1C=CC(=C(C1)NC1=NC=NC2=CC(=C(C=C12)OC1CCN(CC1)C(C=C)=O)OCCCCOC)OC